C(C)(C)(C)OC(=O)N1CCC2(CC1)CCC(CC2)C=CCC(=O)O 4-(3-(tert-butoxycarbonyl)-3-azaspiro[5.5]undec-9-yl)but-3-enoic acid